CN1N=CC(=C1)C1=CC=2N(C(=C1)C=1C=NC(=NC1)N1CCN(CC1)CC1=NC=CC=C1)C(=CN2)C#N 7-(1-methyl-1H-pyrazol-4-yl)-5-(2-(4-(pyridin-2-ylmethyl)piperazin-1-yl)pyrimidin-5-yl)imidazo[1,2-a]pyridine-3-carbonitrile